2-(6'-cyclopropyl-2,2-difluoro-1'-oxo-1'h-spiro[cyclopropane-1,4'-isoquinolin]-2'(3'h)-yl)acetic acid C1(CC1)C=1C=C2C3(CN(C(C2=CC1)=O)CC(=O)O)C(C3)(F)F